(S)-2-((4-(6-(2,4-difluorobenzyloxy)-3,5-difluoropyridin-2-yl)-5,6-dihydropyridin-1(2H)-yl)methyl)-1-(oxetan-2-ylmethyl)-1H-benzo[d]imidazole-6-carboxylic acid FC1=C(COC2=C(C=C(C(=N2)C2=CCN(CC2)CC2=NC3=C(N2C[C@H]2OCC2)C=C(C=C3)C(=O)O)F)F)C=CC(=C1)F